FC1=C2CN(CC2=CC(=C1F)F)C(=O)NC1=CC=C(C=C1)C=1CCN(CC1)C(C(C)(C)O)=O 4,5,6-TRIFLUORO-N-(4-(1-(2-HYDROXY-2-METHYLPROPANOYL)-1,2,3,6-TETRAHYDROPYRIDIN-4-YL)PHENYL)ISOINDOLINE-2-CARBOXAMIDE